ClC1=CC=C2C(=C1)CN(C(C21CCN(CC1)C1CCC(CC1)C(C)C)=O)CCNS(=O)(=O)C N-(2-(7-chloro-1'-((1s,4s)-4-isopropyl-cyclohexyl)-3-oxo-1H-spiro[isoquinoline-4,4'-piperidin]-2(3H)-yl)ethyl)methane-sulfonamide